C(C)(C)(C)OC(NCC1=NC(=CC(=C1)OC)C(F)(F)F)=O.FC=1C=C(C(=O)NCCCCCCC(=O)NO)C=CC1NC(=O)NC1=CC(=C(C=C1)OC(F)(F)F)F 3-fluoro-4-(3-(3-fluoro-4-(trifluoromethoxy)phenyl)ureido)-N-(7-(hydroxyamino)-7-oxoheptyl)benzamide tert-butyl-N-[[4-methoxy-6-(trifluoromethyl)-2-pyridyl]methyl]carbamate